Cl.Cl.N[C@H](C)[C@@H]1CC[C@H](CC1)C(=O)NC1=CC=NC=C1 trans-4-[(R)-1-Aminoethyl]-N-4-pyridinylcyclohexanecarboxamide dihydrochloride